formylaminopropionitrile C(=O)NC(C#N)C